methyl (1RS,2RS)-2,6,6-trimethyl-3-cyclohexene-1-carboxylate C[C@H]1[C@H](C(CC=C1)(C)C)C(=O)OC |r|